vinyl-tri(tert-butoxy)tin C(=C)[Sn](OC(C)(C)C)(OC(C)(C)C)OC(C)(C)C